3-hydroxy-1-(2-methoxy-4-(4-methylpiperazin-1-yl)phenyl)-2-methylpyridin-4(1H)-one hydrochloride Cl.OC1=C(N(C=CC1=O)C1=C(C=C(C=C1)N1CCN(CC1)C)OC)C